vinyltri(dimethylsiloxy)silane C(=C)[Si](O[SiH](C)C)(O[SiH](C)C)O[SiH](C)C